FC(C1=NC(=NO1)C1(CCC1)NC(C(=O)C1=C(C(=C(N1C)C)C(=O)NC=1C=NC(=C(C1)C)F)C)=O)F 5-(2-((1-(5-(difluoromethyl)-1,2,4-oxadiazol-3-yl)cyclobutyl)amino)-2-oxoacetyl)-N-(6-fluoro-5-methylpyridin-3-yl)-1,2,4-trimethyl-1H-pyrrole-3-carboxamide